4-(7-methylimidazo[1,2-a]pyridin-3-yl)-7-[(5-piperazin-1-yl-2-pyridyl)amino]-2,3-dihydropyrrolo[3,4-c]pyridin-1-one CC1=CC=2N(C=C1)C(=CN2)C2=NC=C(C1=C2CNC1=O)NC1=NC=C(C=C1)N1CCNCC1